(dimethylamino)-2-butenamide CN(C)C(C(=O)N)=CC